C1=CC=CC=2C3=CC=CC=C3C(CC12)CC(=O)N(CC)CC (-)-2-(9,10-Dihydrophenanthren-9-yl)-N,N-diethylacetamide